4-ethylazobenzene C(C)C1=CC=C(C=C1)N=NC1=CC=CC=C1